OCC(C(=O)O)CCCC=C 2-(hydroxymethyl)hept-6-enoic acid